C(=O)C1=CC=C(C=C1)C1=NC(=CC(=N1)C1=CC=C(C=C1)C=O)C1=CC=C(C=C1)C=O 2,4,6-tris(4-formylphenyl)-pyrimidine